Cl.CN(C)C1=CC=C(C(=O)O)C=C1 4-(N,N-dimethylamino)benzoic acid hydrochloride